2-(nitrobenzoyl)-5,5-dimethyl-1,3-cyclohexanedione [N+](=O)([O-])C1=C(C(=O)C2C(CC(CC2=O)(C)C)=O)C=CC=C1